3-[1-[(4-methyl-4H-1,2,4-triazol-3-yl)sulfanyl]ethyl]benzoic acid CN1C(=NN=C1)SC(C)C=1C=C(C(=O)O)C=CC1